COC=1C=C(C=CC1OC)C=1NC2=CC=C(C=C2C1C(C)C)N1CCC(CC1)N1CCN(CC1)CC1=CC=C(C=C1)C 2-(3,4-dimethoxyphenyl)-3-isopropyl-5-(4-(4-(4-methylbenzyl)piperazin-1-yl)piperidin-1-yl)-1H-indole